CC1=CSC2=C1CC(CC2)NC(OC(C)(C)C)=O tert-butyl N-(3-methyl-4,5,6,7-tetrahydrobenzothiophen-5-yl)carbamate